Cl.NC=1C=C(OC2=C(C=CC=C2)C=2C(=CC(N(C2)C)=O)OC)C=CC1 5-(2-(3-aminophenoxy)phenyl)-4-methoxy-1-methylpyridin-2(1H)-one hydrochloride